ClC1=C(C2=C(NC(C(=C2O)C2=CC=CC=C2)=O)S1)C=1C(=C2CCCC2=CC1)O 2-chloro-4-hydroxy-3-(4-hydroxyindan-5-yl)-5-phenyl-7H-thieno[2,3-b]pyridin-6-one